C1(CC1)C1=CC=C(C=C1)C=1C=C(C(=NC1)C=1N(C2=C(N(C(C(=C2)C(F)(F)F)=O)CC)N1)C)S(=O)(=O)CC 2-[5-(4-cyclopropylphenyl)-3-(ethanesulfonyl)pyridin-2-yl]-4-ethyl-1-methyl-6-(trifluoromethyl)imidazo[4,5-b]pyridin-5-one